aluminum oxyhydroxide chloride O(O)Cl.[Al]